FC(C)(F)C1=CC=C(C=C1)F (1,1-difluoroethyl)-4-fluorobenzene